(R)-2-(3,5-dichlorophenyl)benzo[d]oxazole-6-carboxylic acid 1-methylpyrrolidin-3-yl ester CN1C[C@@H](CC1)OC(=O)C1=CC2=C(N=C(O2)C2=CC(=CC(=C2)Cl)Cl)C=C1